2-(2-chloro-4-(2-(piperazin-1-yl)ethoxy)phenyl)-1-(3-chlorobenzyl)-4-(1-methylcyclobutoxy)-1H-benzo[d]imidazole ClC1=C(C=CC(=C1)OCCN1CCNCC1)C1=NC2=C(N1CC1=CC(=CC=C1)Cl)C=CC=C2OC2(CCC2)C